2-(3-(4-amino-7-(cis-3-(azetidin-1-ylmethyl)cyclobutyl)-7H-pyrrolo[2,3-d]pyrimidin-5-yl)phenyl)-N-methylethanesulfonamide NC=1C2=C(N=CN1)N(C=C2C=2C=C(C=CC2)CCS(=O)(=O)NC)[C@@H]2C[C@@H](C2)CN2CCC2